N-(5-(5-amino-1H-pyrazol-1-yl)-1,3,4-thiadiazol-2-yl)-3-(3-hydroxy-2,2-dimethylpropoxy)-4-(3-methoxypyridin-2-yl)-2-oxo-2H-pyran-6-carboxamide NC1=CC=NN1C1=NN=C(S1)NC(=O)C1=CC(=C(C(O1)=O)OCC(CO)(C)C)C1=NC=CC=C1OC